3-(1-methyl-1H-pyrazol-4-yl)propanal CN1N=CC(=C1)CCC=O